tert-butyl (3R)-3-[(1S)-2-[(4S)-4-benzyl-2-oxo-oxazolidin-3-yl]-1-[(3-bromophenyl)methyl]-2-oxo-ethyl]pyrrolidine-1-carboxylate C(C1=CC=CC=C1)[C@@H]1N(C(OC1)=O)C([C@@H](CC1=CC(=CC=C1)Br)[C@@H]1CN(CC1)C(=O)OC(C)(C)C)=O